N-(4-methoxyphenyl)-7-chloro-2-(4-methylpiperazin-1-yl)-quinolin-4-amine COC1=CC=C(C=C1)NC1=CC(=NC2=CC(=CC=C12)Cl)N1CCN(CC1)C